FC1=C(OCC(=O)O)C(=CC=C1)C=O 2-(2-fluoro-6-formylphenoxy)acetic acid